2-acrylamido-2-methylpropanedisulfonic acid C(C=C)(=O)NC(CS(=O)(=O)O)(CS(=O)(=O)O)C